(S)-5-amino-N-(7'-bromospiro[cyclopropane-1,1'-isochroman]-4'-yl)-N-methyl-6,8-dihydro-1H-furo[3,4-d]pyrrolo[3,2-b]pyridine-2-carboxamide NC1=C2C(=C3C(=N1)C=C(N3)C(=O)N(C)[C@@H]3COC1(C4=CC(=CC=C34)Br)CC1)COC2